2-chloro-4-(4-chloro-3-ethoxyphenyl)-5-neopentylthiazole ClC=1SC(=C(N1)C1=CC(=C(C=C1)Cl)OCC)CC(C)(C)C